N-(1-(7-Methoxy-1,2,3,4-tetrahydroquinolin-5-yl)cyclopropyl)-2-methyl-5-((1-methylazetidin-2-yl)methoxy)benzamide COC1=CC(=C2CCCNC2=C1)C1(CC1)NC(C1=C(C=CC(=C1)OCC1N(CC1)C)C)=O